P(=O)(Cl)(Cl)OCCO ethylene glycol dichlorophosphate